3,6-dibromoterephthalaldehyde BrC=1C=C(C=O)C(=CC1C=O)Br